((((7-(4,4,5,5-tetramethyl-1,3,2-dioxaborolan-2-yl) benzofuran-2,5-diyl) bis(methylene)) bis(oxy)) bis(2,1-phenylene)) diacetate C(C)(=O)OC1=C(C=CC=C1)OCC=1OC2=C(C1)C=C(C=C2B2OC(C(O2)(C)C)(C)C)COC2=C(C=CC=C2)OC(C)=O